(6R,8S)-N-(5-cyano-6-(difluoromethoxy)pyridin-3-yl)-8-(1-cyclopropyl-1H-pyrazol-4-yl)-2-fluoro-8-methyl-7,8-dihydro-6H-cyclopenta[e]pyrazolo[1,5-a]pyrimidine-6-carboxamide C(#N)C=1C=C(C=NC1OC(F)F)NC(=O)[C@@H]1C[C@@](C2=C1C=NC=1N2N=C(C1)F)(C)C=1C=NN(C1)C1CC1